ClC1=CC=C(C(=O)S(=O)(=O)C(C2=CC=C(C=C2)Cl)=O)C=C1 p-chlorobenzoyl sulfone